(3-(N,N-dimethylsulfamoyl)benzoyl)-D-proline benzyl ester C(C1=CC=CC=C1)OC([C@@H]1N(CCC1)C(C1=CC(=CC=C1)S(N(C)C)(=O)=O)=O)=O